C(CCCCCCCCCCC)S[C] dodecylthiocarbon